NC1=C(C(N(C2=CC(=CC=C12)C(C)(F)F)C1=CC=C(C=C1)[C@@H](C)O)=O)C(=O)OC methyl 4-amino-7-(1,1-difluoroethyl)-1-(4-((1R)-1-hydroxyethyl)phenyl)-2-oxo-1,2-dihydroquinoline-3-carboxylate